rel-3-(tert-butyl) 7-methyl (1R,6S,7R)-3-azabicyclo[4.1.0]heptane-3,7-dicarboxylate [C@H]12CN(CC[C@@H]2[C@H]1C(=O)OC)C(=O)OC(C)(C)C |o1:0,5,6|